calcium, magnesium salt [Mg].[Ca]